BrC=1C=NC=C(C(=O)NCCSC2=CC=CC=C2)C1 5-bromo-N-(2-(phenylsulfanyl)ethyl)nicotinamide